C(#N)C1=CC(=C(C(=N1)C)C(=O)N1CC2C(C1)CN(C2)CC[C@@H](C2=CC(=CC=C2)F)NC(=O)C2CC(C2)=O)C 3-Oxo-cyclobutanecarboxylic acid [(S)-3-[5-(6-cyano-2,4-dimethyl-pyridine-3-carbonyl)-hexahydro-pyrrolo[3,4-c]pyrrol-2-yl]-1-(3-fluoro-phenyl)-propyl]-amide